FC(N1N=CC(=C1)C=1C=CC2=C(C3=C(N=C(N2)C2=C(C=CC=C2F)F)C(=NN3)C)C1)F 9-[1-(difluoromethyl)pyrazol-4-yl]-5-(2,6-difluorophenyl)-3-methyl-1,6-dihydropyrazolo[4,3-d][1,3]benzodiazepine